ClC1=C(C=CC=C1)C1=CC=2NC(N(C(C2S1)=O)C1=CN=CC2=CC=CC=C12)=O 6-(2-chlorophenyl)-3-(isoquinolin-4-yl)thieno[3,2-d]pyrimidine-2,4(1H,3H)-dione